N7-cyclopentyl-2-(1H-pyrazol-5-yl)thieno[3,2-b]pyridine-5,7-diamine hydrochloride Cl.C1(CCCC1)NC1=C2C(=NC(=C1)N)C=C(S2)C2=CC=NN2